N-(3,3-Diphenyldihydrofuran-2(3H)-ylidene)-N-methylmethanaminium bromide [Br-].C1(=CC=CC=C1)C1(C(OCC1)=[N+](C)C)C1=CC=CC=C1